FC=1C=CC(=C(C1)[C@H](C=1NC2=CC=CC=C2C1)NC(=O)C=1C=C(C=CC1)C1=CC=C(C=C1)N1CCN(CC1)C(=O)OC(C)(C)C)OC tert-butyl (R)-4-(3'-(((5-fluoro-2-methoxyphenyl)(1H-indole-2-yl)methyl)carbamoyl)-[1,1'-biphenyl]-4-yl)piperazine-1-carboxylate